1-(3-(4-chloro-3,5-dimethylphenoxy)propyl)-4-((3-chloro-4-ethynylbenzyl)(3,4-dimethylphenyl)amino)-1H-pyrrole-2-carboxylic acid ClC1=C(C=C(OCCCN2C(=CC(=C2)N(C2=CC(=C(C=C2)C)C)CC2=CC(=C(C=C2)C#C)Cl)C(=O)O)C=C1C)C